C(C)(C)(C)OC(=O)N1CC(C1)OC=1C2=C(SC1)C=CC=C2 3-((1-(tert-butoxycarbonyl)azetidin-3-yl)oxy)benzo[b]thiophene